ClC1=C2C(=NC=C1OC)NC=C2 4-chloro-5-methoxy-1H-pyrrolo[2,3-b]Pyridine